3-[4-(3,9-Diazaspiro[5.5]undecan-3-ylmethyl)-3-methyl-2-oxo-benzimidazol-1-yl]piperidine-2,6-dione C1CN(CCC12CCNCC2)CC2=CC=CC=1N(C(N(C12)C)=O)C1C(NC(CC1)=O)=O